IC=1C(=NSC1)NC1CCOCC1 4-iodo-N-(tetrahydro-2H-pyran-4-yl)isothiazol-3-amine